ClC1=C2C=CC=NC2=C(C=C1)S(=O)(=O)N[C@@H]([C@H](C)C1=C(C(=CC=C1F)C)C)C=1OC(NN1)=O 5-chloro-N-((1S,2R)-2-(6-fluoro-2,3-dimethylphenyl)-1-(5-oxo-4,5-dihydro-1,3,4-oxadiazol-2-yl)propyl)quinoline-8-sulfonamide